(4aR,8aS)-6-[6-[[3-(trifluoromethylsulfonyl)phenyl]methyl]-2-azaspiro[3.3]heptane-2-carbonyl]-4,4a,5,7,8,8a-hexahydropyrido[4,3-b][1,4]oxazin-3-one FC(S(=O)(=O)C=1C=C(C=CC1)CC1CC2(CN(C2)C(=O)N2C[C@@H]3[C@@H](OCC(N3)=O)CC2)C1)(F)F